C1(=CC=CC=C1)C1C(=NNC1)C1=NC=C(C#N)C=C1 6-(4-phenyl-4,5-dihydro-1H-pyrazol-3-yl)nicotinonitrile